di((Z)-non-2-en-1-yl)6,6'-((3-((2-hydroxyethyl)(6-(((Z)-non-2-en-1-yl)oxy)-6-carbonylhexyl)amino)propyl)azanediyl)dihexanoate C(\C=C/CCCCCC)OC(CCCCCN(CCCCCC(=O)OC\C=C/CCCCCC)CCCN(CCCCCC(=C=O)OC\C=C/CCCCCC)CCO)=O